FC=1C(=CC=C2C(=CN=C(C12)OC(=O)NC(=O)OC(C)(C)C)I)C=1C=NC=CC1OC [8-Fluoro-4-iodo-7-(4-methoxypyridin-3-yl)isoquinolin-1-yl]{[tert-butoxycarbonyl]amino}carboxylate